C(C1=CC=CC=C1)(=O)OC1=C(C=CC2=C1C=CC(O2)(C)C)C=O 5-benzoyloxy-2,2-dimethyl-6-formyl-2H-1-benzopyran